trans-4-[[(3S)-3-[4-[2-(2-amino-3-pyridyl)-5-phenyl-imidazo[4,5-b]pyridin-3-yl]phenyl]pyrrolidin-1-yl]methyl]cyclohexanecarboxylic acid NC1=NC=CC=C1C1=NC=2C(=NC(=CC2)C2=CC=CC=C2)N1C1=CC=C(C=C1)[C@H]1CN(CC1)C[C@@H]1CC[C@H](CC1)C(=O)O